BrC(C(C(=O)OCC)=O)C(CBr)=O ethyl 3,5-dibromo-2,4-dioxo-valerate